indol-3-butyric acid N1C=C(C2=CC=CC=C12)CCCC(=O)O